[Si](C)(C)(C(C)(C)C)OC1CCC(CC1)N1N=CC(=C1)C1=CC=2N(N=C1C)C(=CN2)N2CC=NC1=CC(=CC=C21)Cl 4-(7-(1-((1R,4R)-4-((tert-butyldimethylsilyl)oxy)cyclohexyl)-1H-pyrazol-4-yl)-6-methylimidazo[1,2-b]pyridazin-3-yl)-7-chloroquinoxaline